2-((S)-4-((6r,9r)-8-(8-methylnaphthalen-1-yl)-2-(((S)-1-methylpyrrolidin-2-yl)methoxy)-6,7,8,9-tetrahydro-5H-6,9-methanopyrimido[4,5-c]azepin-4-yl)piperazin-2-yl)acetonitrile CC=1C=CC=C2C=CC=C(C12)N1[C@H]2C3=C(C[C@@H](C1)C2)C(=NC(=N3)OC[C@H]3N(CCC3)C)N3C[C@@H](NCC3)CC#N